3-[2-(3-pyridyl)ethynyl]benzoic acid N1=CC(=CC=C1)C#CC=1C=C(C(=O)O)C=CC1